(3R,4R)-3-hydroxy-1-[(2s)-2-hydroxypropanoyl]piperidin O[C@H]1CN(CCC1)C([C@H](C)O)=O